N-[2-(difluoromethoxy)phenyl]-4-[5-(trifluoromethylphenyl)-1,2,4-oxadiazin-3-yl]benzamide FC(OC1=C(C=CC=C1)NC(C1=CC=C(C=C1)C=1NOC=C(N1)C1=C(C=CC=C1)C(F)(F)F)=O)F